C(CCC)N(C(CN)C)CCCC dibutyl-propylene-diamine